(R)-3-(dimethylamino)-1-phenylpropan-1-ol CN(CC[C@@H](O)C1=CC=CC=C1)C